(R)-2-(4,4-difluoroazepan-1-yl)-4-methyl-5-(1-methyl-1H-pyrazol-4-yl)-N-(3-(S-methyl-N-(2-(methylamino)ethyl)sulfonimidoyl)phenyl)nicotinamide FC1(CCN(CCC1)C1=C(C(=O)NC2=CC(=CC=C2)[S@@](=O)(=NCCNC)C)C(=C(C=N1)C=1C=NN(C1)C)C)F